chloro-1-ethyl-1H-pyrrolo[3,2-b]pyridine-7-carboxylic acid methyl ester COC(=O)C1=C2C(=NC=C1)C=C(N2CC)Cl